N1(C=NC=C1)C=1N=C(N2C1C=CC=C2)C(=O)NC2CC1(C2)CC(C1)NCC(F)(F)F 1-(1H-imidazol-1-yl)-N-(6-((2,2,2-trifluoroethyl)amino)spiro[3.3]heptan-2-yl)imidazo[1,5-a]pyridine-3-carboxamide